C1=CC=CC=2C3=CC=CC=C3N(C12)C=1C=C(C=CC1)C1=CC(=CC=C1)C1=CC=CC2=C3C=CC=CC3=C3C(C=4C(=NC=CN4)O3)=C12 (3'-(9H-Carbazol-9-yl)biphenyl-3-yl)phenanthro[9',10':4,5]furo[2,3-b]pyrazine